mono(5-aminophenanthroline) europium (III) [Eu+3].NC1=C2C=CC=NC2=C2N=CC=CC2=C1